5-((5-(3-fluoro-4-(trifluoromethyl)phenyl)oxazol-2-yl)amino)picolinic acid FC=1C=C(C=CC1C(F)(F)F)C1=CN=C(O1)NC=1C=CC(=NC1)C(=O)O